sodium (2,2-diethoxyacetyl) oxide C(C)OC(C(=O)OC(C(OCC)OCC)=O)OCC.[Na]